C1(=CC=CC=C1)C(C(C1=CC=CC=C1)(F)F)(F)F 1,2-di(phenyl)-tetrafluoroethane